7-((1H-pyrrol-2-yl)methoxy)-4-trifluoromethyl-2H-1-benzopyran-2-one N1C(=CC=C1)COC1=CC2=C(C(=CC(O2)=O)C(F)(F)F)C=C1